CC1=C2NC=C(CCN)C2=CC=C1 7-methyl-tryptamine